NC1=CC(=C(C=C1Cl)NC(=O)N1[C@@H]2CC=3C(=NNC(C3)=O)[C@H]1CC2)F (6S,9R)-N-(4-amino-5-chloro-2-fluorophenyl)-3-oxo-3,5,6,7,8,9-hexahydro-2H-6,9-epiminocyclohepta[c]pyridazine-10-carboxamide